(R)-1-(3-(3-(4-(2-fluoro-3-methoxyphenoxy)phenyl)-7-(2-hydroxyethoxy)-1H-pyrazolo[4,3-c]pyridin-1-yl)piperidin-1-yl)prop-2-en-1-one FC1=C(OC2=CC=C(C=C2)C2=NN(C3=C2C=NC=C3OCCO)[C@H]3CN(CCC3)C(C=C)=O)C=CC=C1OC